Perfluoro(2-methyl-3-pentanon) FC(C(C(C(C(F)(F)F)(F)F)=O)(C(F)(F)F)F)(F)F